1-cyano-N-[2-fluoro-3-[[7-[(3-fluoro-2-pyridinyl)oxy]-4-methyl-2-oxo-chromen-3-yl]methyl]phenyl]methanesulfonamide C(#N)CS(=O)(=O)NC1=C(C(=CC=C1)CC=1C(OC2=CC(=CC=C2C1C)OC1=NC=CC=C1F)=O)F